C(C)N1C(=NC2=CC=C(C=C2C1=O)B(O)O)C(CCC)N1CCN(CCC1)C (3-Ethyl-2-(1-(4-methyl-1,4-diazepan-1-yl)butyl)-4-oxo-3,4-dihydroquinazolin-6-yl)boronic acid